N-(1-(4,4-difluorocyclohexyl)-6-oxo-1,6-dihydropyridin-3-yl)-4-iodo-2-(6-azaspiro[2.5]oct-6-yl)benzamide FC1(CCC(CC1)N1C=C(C=CC1=O)NC(C1=C(C=C(C=C1)I)N1CCC2(CC2)CC1)=O)F